FC=1C=C(C=CC1F)CC(=O)N1CC2(C1)C=C(C(C(C2)(C)C)=O)C#N 2-[(3,4-difluorophenyl)acetyl]-8,8-dimethyl-7-oxo-2-azaspiro[3.5]non-5-ene-6-carbonitrile